6-{[2-Chloro-4-fluoro-5-(7-morpholin-4-yl-quinazolin-4-yl)phenyl]-hydroxymethyl}-2-cyclopropyl-2H-pyridazin-3-one ClC1=C(C=C(C(=C1)F)C1=NC=NC2=CC(=CC=C12)N1CCOCC1)C(C=1C=CC(N(N1)C1CC1)=O)O